CC1(C=C)CC=CC=C1 1-methyl-styrene